ClC=1C=C(C=NC1)C(=O)O 5-chloropyridine-3-carboxylic acid